5-benzyloctahydropyrrolo[3,4-c]pyrrole-1-carboxylic acid C(C1=CC=CC=C1)N1CC2C(C1)CNC2C(=O)O